rac-Methyl 5-fluoro-2-(4-methoxybenzyl)-1-(2-methylallyl)-3-oxoisoindoline-1-carboxylate FC=1C=C2C(N([C@](C2=CC1)(C(=O)OC)CC(=C)C)CC1=CC=C(C=C1)OC)=O |r|